COC1=C(C=CC(=C1)OC)C1C(C2(N3CCCC13)C(C1=CC=CC3=CC=CC2=C13)=O)C(C1=CC(=C(C=C1)O)OC)=O 1'-(2,4-dimethoxyphenyl)-2'-(4-hydroxy-3-methoxybenzoyl)-1',2',5',6',7',7a'-hexahydro-2H-spiro[acenaphthylene-1,3'-pyrrolizin]-2-one